N-(6-(6,6-dimethyl-1,2,3,6-tetrahydropyridin-4-yl)pyridazin-3-yl)-6-ethoxy-2-methyl-2H-indazole-5-carboxamide formate C(=O)O.CC1(C=C(CCN1)C1=CC=C(N=N1)NC(=O)C1=CC2=CN(N=C2C=C1OCC)C)C